NC[C@@]1([C@@H]2CCN(C[C@H]12)C1=CN=C2C(=N1)NN=C2C2=C(C1=C(N(C(N1C)=O)C)C=C2)C)C2=C(C=CC=C2)F 5-(6-((1S,6R,7R)-7-(aminomethyl)-7-(2-fluorophenyl)-3-azabicyclo[4.1.0]heptan-3-yl)-1H-pyrazolo[3,4-b]pyrazin-3-yl)-1,3,4-trimethyl-1,3-dihydro-2H-benzo[d]imidazol-2-one